ClC1=C(C=CC=C1Cl)NC1=CC=CC=C1 2,3-dichloro-phenylaniline